(2R,3R,4R,5S)-2-methyl-1-(((R)-1-(6-(trifluoromethyl)pyridin-2-yl)piperidin-3-yl)methyl)piperidine-3,4,5-triol C[C@H]1N(C[C@@H]([C@H]([C@@H]1O)O)O)C[C@@H]1CN(CCC1)C1=NC(=CC=C1)C(F)(F)F